Cl.NC\C=C(\CN1N=NC2=C1C=C(C=C2C=2C=CC(=C(C2)S(=O)(=O)NC(C)C)OC)C(=O)N2CCCC2)/F (Z)-5-(1-(4-amino-2-fluorobut-2-en-1-yl)-6-(pyrrolidin-1-carbonyl)-1H-benzo[d][1,2,3]triazol-4-yl)-N-isopropyl-2-methoxybenzenesulfonamide Hydrochloride